3-((benzyloxy)methyl)-4-ethyl-1H-1,2,4-triazol-5(4H)-one C(C1=CC=CC=C1)OCC1=NNC(N1CC)=O